C1OC[C@H]2[C@@H]1CN(C2)C2=NC=CC(=N2)NC=2N=CC1=C(N=CC(=C1C2)C(C)C)N2CC(C2)CS(=O)(=O)C N-{2-[(3aS,6aR)-hexahydro-1H-furo[3,4-c]pyrrol-5-yl]pyrimidin-4-yl}-8-[3-(methanesulfonylmeth-yl)azetidin-1-yl]-5-(propan-2-yl)-2,7-naphthyridin-3-amine